[Si](C)(C)(C(C)(C)C)OCCC1=C(C(=O)O)C=CC=N1 2-(2-((tert-butyldimethylsilyl)oxy)ethyl)nicotinic acid